(8-nonenyl)(9-decenyl)dichlorosilane C(CCCCCCC=C)[Si](Cl)(Cl)CCCCCCCCC=C